(1S,5S)-4-(difluoromethylene)-6-azabicyclo[3.2.1]octan-7-one FC(=C1CC[C@@H]2C(N[C@H]1C2)=O)F